2-(3-(5-(5,6,7,8-tetrahydro-1,8-naphthyridin-2-yl)pentyloxy)azetidin-1-yl)-2-(1,3,3-trimethyl-2-oxoindolin-4-yl)acetic acid N1=C(C=CC=2CCCNC12)CCCCCOC1CN(C1)C(C(=O)O)C1=C2C(C(N(C2=CC=C1)C)=O)(C)C